8-(2,4-Dichlorophenyl)-9-(4-((1-(3-fluoropropyl)azetidin-3-ylidene)methyl)phenyl)-7-methyl-6,7-dihydro-5H-benzo[7]annulene-3-carboxylic acid ClC1=C(C=CC(=C1)Cl)C=1C(CCC2=C(C1C1=CC=C(C=C1)C=C1CN(C1)CCCF)C=CC(=C2)C(=O)O)C